COC(=O)C=1OC(=CC1)CSC1=NN=C2N1C(=CC(N2)=O)CCC methyl-5-{[(7-oxo-5-propyl-7,8-dihydro[1,2,4]triazolo[4,3-a]pyrimidin-3-yl)sulfanyl] methyl}furan-2-carboxylate